(2S)-2-amino-3-(6-oxo-6,7-dihydro-5H-pyrimido[4,5-b][1,4]oxazin-7-yl)propanamide N[C@H](C(=O)N)CC1C(NC2=C(O1)N=CN=C2)=O